COC(C1=C(C=CC(=C1)C)C)=O.OCCOC1=C(C=C(C=C1)C1(C2=CC=CC=C2C=2C=CC=CC12)C1=CC(=C(C=C1)OCCO)C1=CC=CC=C1)C1=CC=CC=C1 9,9-bis(4-(hydroxyethoxy)-3-phenylphenyl)fluorene methyl-2,5-dimethylbenzoate